2-((4-methoxybenzyl)oxy)-5-nitropyridine COC1=CC=C(COC2=NC=C(C=C2)[N+](=O)[O-])C=C1